CC(CC(C(=O)O)CCCCCC\C=C/CCCCCCCC)CCCC(CC)C.C(CCCCCCC\C=C/CCCCCCCC)(=O)OCCCCCCCC(C)C Isodecyl Oleate (2,6-dimethyloctan-1-yl oleate)